1-ferrocenediformyl chloride Methyl-8-phenylquinoline-6-carboxylate COC(=O)C=1C=C2C=CC=NC2=C(C1)C1=CC=CC=C1.[C-]1(C(=CC=C1)C(=O)Cl)C(=O)Cl.[CH-]1C=CC=C1.[Fe+2]